C(C)(C)C1=C(C=C2C(=N1)OC(C2)C2=CC=CC=C2)O 6-isopropyl-2-phenyl-2H,3H-furo[2,3-b]pyridin-5-ol